8-fluoro-2-methylisoquinolin-1(2H)-one FC=1C=CC=C2C=CN(C(C12)=O)C